BrC1=C(C=C(C(=C1)[N+](=O)[O-])C#N)N1[C@H](CN(CC1)C(=O)OC(C)(C)C)CO tert-butyl (3R)-4-(2-bromo-5-cyano-4-nitrophenyl)-3-(hydroxymethyl)piperazine-1-carboxylate